rac-(1s,2s)-1-cyano-2-fluorocyclopropane-1-carboxylic acid ethyl ester C(C)OC(=O)[C@@]1([C@H](C1)F)C#N |r|